2-[[(1R)-1-[2-(3-Methoxyphenyl)-6-methyl-4-oxo-chromen-8-yl]ethyl]amino]benzoic acid COC=1C=C(C=CC1)C=1OC2=C(C=C(C=C2C(C1)=O)C)[C@@H](C)NC1=C(C(=O)O)C=CC=C1